mercaptobutanamide SC(C(=O)N)CC